(2-chloro-5-(5-(2-methyl-[1,1'-biphenyl]-3-yl)-1,3,4-oxadiazol-2-yl) benzyl) glycinate NCC(=O)OCC1=C(C=CC(=C1)C=1OC(=NN1)C=1C(=C(C=CC1)C1=CC=CC=C1)C)Cl